C1=CC=CC=2C3=CC=CC=C3C(C12)COC(=O)N[C@@H]1[C@H](CCC1)CCC(=O)O 3-((1R,2S)-2-((((9H-fluoren-9-yl)methoxy)carbonyl)amino)cyclopentyl)propanoic acid